CN1CC(OB(OC(C1)=O)CC#CC1=CC=CC=C1)=O 6-methyl-2-(3-phenylprop-2-yn-1-yl)-1,3,6,2-dioxazaborocan-4,8-dione